FC1=CC=C(C=C1)S(=O)(=O)ON1C(C(=C(C1=O)C1=CC=CC=C1)C1=CC=CC=C1)=O N-(4-fluorophenylsulfonyloxy)diphenylmaleimide